1-(3-Bromo-4-fluorophenyl)-3-(3-(1-methyl-1H-pyrazol-4-yl)quinolin-6-yl)urea BrC=1C=C(C=CC1F)NC(=O)NC=1C=C2C=C(C=NC2=CC1)C=1C=NN(C1)C